(+)-trans-1,2-cyclohexanedicarboxylic anhydride C1CC[C@@H]2[C@@H](C1)C(=O)OC2=O